CC(C)C1CN(CCN1)C1=CC=C(N=N1)C1=NC=C(C=C1O)\C=C\C=1C=NNC1 2-{6-[3-(propan-2-yl)piperazin-1-yl]Pyridazin-3-yl}-5-[(E)-2-(1H-pyrazol-4-yl)ethenyl]Pyridin-3-ol